7-(1-propenoylpyrrolidin-3-yl)-2-(4-(4-fluorophenoxy)phenyl)-1H-imidazo[1,2-b]pyrazole-3-carboxamide C(C=C)(=O)N1CC(CC1)C1=C2N(N=C1)C(=C(N2)C2=CC=C(C=C2)OC2=CC=C(C=C2)F)C(=O)N